(S)-8-(cyclohexylsulfonyl)-3-(2-(4-(p-tolyl)piperazin-1-yl)ethyl)-2-oxa-8-azaspiro[4.5]decan-1-one C1(CCCCC1)S(=O)(=O)N1CCC2(C[C@H](OC2=O)CCN2CCN(CC2)C2=CC=C(C=C2)C)CC1